1-{1-[4-Methyl-3-(2,2,2-trifluoro-ethoxy)-phenyl]-ethyl}-3-spiro[3.3]hept-2-yl-urea CC1=C(C=C(C=C1)C(C)NC(=O)NC1CC2(C1)CCC2)OCC(F)(F)F